tert-butyl (4-{3-[(2-acetylhydrazinyl)carbonyl]phenoxy}-2-fluorophenyl)carbamate C(C)(=O)NNC(=O)C=1C=C(OC2=CC(=C(C=C2)NC(OC(C)(C)C)=O)F)C=CC1